ClC1=C(C(N(C2=NC(=CC=C12)C(F)(F)F)C=1C(=NC=CC1)C)=O)C(=O)OC methyl 4-chloro-1-(2-methylpyridin-3-yl)-2-oxo-7-(trifluoromethyl)-1,2-dihydro-1,8-naphthyridine-3-carboxylate